COC=1C=CC2=C(N(C(CO2)=O)C)C1 6-methoxy-4-methyl-1,4-benzoxazin-3-one